1-(4,4-difluorocyclohexyl)methylamine hydrochloride Cl.FC1(CCC(CC1)CN)F